4-(cyanomethoxy)benzoic acid C(#N)COC1=CC=C(C(=O)O)C=C1